2-(3-(2-((1,5-dimethyl-1H-pyrazol-3-yl)amino)-5-methylpyrimidin-4-yl)-1H-indol-7-yl)-4-(1-(2-morpholinoethyl)-1H-pyrazol-4-yl)isoindolin-1-one CN1N=C(C=C1C)NC1=NC=C(C(=N1)C1=CNC2=C(C=CC=C12)N1C(C2=CC=CC(=C2C1)C=1C=NN(C1)CCN1CCOCC1)=O)C